C1CCCC2=C(C=CC=C12)N1C=NC2=C1C1=C(OC2=O)C=CC=C1 1-(1,2,3,4-tetrahydronaphthalen-5-yl)-[1]benzopyrano-[3,4-d]imidazol-4(1H)-one